CN1N=C(C=C1)C=1C=C(C(=NC1)C=1N=NC(=CC1)N(C1CC(NC(C1)(C)C)(C)C)C)O 5-(1-methyl-1H-pyrazol-3-yl)-2-{6-[methyl(2,2,6,6-tetramethylpiperidin-4-yl)amino]pyridazin-3-yl}pyridin-3-ol